(di-p-tolylamino)Spiro-9,9'-bifluorene C1(=CC=C(C=C1)N(C1=CC=C(C=C1)C)C1=CC=CC=2C3=CC=CC=C3C3(C4=CC=CC=C4C4=CC=CC=C43)C12)C